[13CH2]([13CH2][13CH3])O n-propanol-13C3